C1(CC1)C=1C(=C2CCCC2=C(C1)F)NC(=O)N=[S@](=O)(N)C=1C=NN2C1OCCC2 (R)-N'-((5-cyclopropyl-7-fluoro-2,3-dihydro-1H-inden-4-yl)carbamoyl)-6,7-dihydro-5H-pyrazolo[5,1-b][1,3]oxazine-3-sulfonimidamide